Methyl 4-Acetyl-2,6-Diethoxybenzoate C(C)(=O)C1=CC(=C(C(=O)OC)C(=C1)OCC)OCC